propane-1,2-diol dioleate C(CCCCCCC\C=C/CCCCCCCC)(=O)OCC(C)OC(CCCCCCC\C=C/CCCCCCCC)=O